C(C#C)ON1C(C2=CC=CC=C2C1=O)=O 2-prop-2-ynyloxyisoindoline-1,3-dione